C1(=CC=CC=C1)[C@H]1CC[C@H](CC1)OC[C@H]1[C@]2(CCOC(N2)=O)CCCN1 |o1:14,15| rel-(6R,7R)-7-({[(cis)-4-phenylcyclohexyl]oxy}methyl)-3-oxa-1,8-diazaspiro[5.5]undecan-2-one